5-(3-fluoro-4-methoxyphenyl)-1-(4-chlorophenyl)-3-trifluoromethyl-1H-pyrazole-4-carbonitrile FC=1C=C(C=CC1OC)C1=C(C(=NN1C1=CC=C(C=C1)Cl)C(F)(F)F)C#N